NC([C@H](CO[Si](C)(C)C(C)(C)C)NC(OCC1=CC=CC=C1)=O)=O benzyl (S)-(1-amino-3-((tert-butyldimethylsilyl)oxy)-1-oxopropan-2-yl)carbamate